6-Ethoxy-2-(6-ethylpyridin-3-yl)-N-[(3S)-9-fluoro-2-oxo-5-phenyl-1,3-dihydro-1,4-benzodiazepine-3-Yl]imidazo[1,2-b]pyridazine-3-carboxamide C(C)OC=1C=CC=2N(N1)C(=C(N2)C=2C=NC(=CC2)CC)C(=O)N[C@@H]2C(NC1=C(C(=N2)C2=CC=CC=C2)C=CC=C1F)=O